2-amino-5-(3-cyanophenyl)-4-oxo-4,5-dihydrofuran-5-d phenylmethanesulfonate C1(=CC=CC=C1)CS(=O)(=O)O.NC=1OC(C(C1)=O)([2H])C1=CC(=CC=C1)C#N